N[C@H]1CS(C2=C(N(C1=O)CC1=CC=C(C=C1)Cl)C=C(C(=C2)F)C=2OC(=NN2)CC(C)C)(=O)=O (3R)-3-amino-5-[(4-chlorophenyl)methyl]-8-fluoro-7-(5-isobutyl-1,3,4-oxadiazol-2-yl)-1,1-dioxo-2,3-dihydro-1lambda6,5-benzothiazepin-4-one